O=C1NC(CCC1N1C(N(C2=C1C=CC(=C2)CC2(CCNCC2)C(=O)OCC2=CC=CC=C2)C)=O)=O Benzyl 4-[[1-(2,6-dioxo-3-piperidyl)-3-methyl-2-oxo-benzimidazol-5-yl]methyl]piperidine-4-carboxylate